5-Fluoro-4-imino-3-methyl-1-[(4-methylphenyl)sulfonyl]-3,4-dihydropyrimidin-2(1H)-on FC=1C(N(C(N(C1)S(=O)(=O)C1=CC=C(C=C1)C)=O)C)=N